(S)-N'-((4-(difluoromethoxy)-2,6-diisopropylphenyl)carbamoyl)-5-(2-hydroxypropan-2-yl)-4-methylthiophene-2-sulfonimidamide FC(OC1=CC(=C(C(=C1)C(C)C)NC(=O)N=[S@@](=O)(N)C=1SC(=C(C1)C)C(C)(C)O)C(C)C)F